O1C(CCCC1)N1C=2C=CC=3OCCCNC(OCCN4N=CC(C(=N1)C2C3)=N4)=O 19-(oxan-2-yl)-8,14-dioxa-4,5,10,19,20,23-hexaazatetracyclo[13.5.2.12,5.018,21]tricosa-1(20),2(23),3,15(22),16,18(21)-hexaen-9-one